IC1=NC(=NC(=C1)OC1CCC(CC1)C(F)(F)F)C 4-iodo-2-methyl-6-{[(1r,4r)-4-(trifluoromethyl)-cyclohexyl]oxy}pyrimidine